C(#N)C=1C=CC(=NC1)NC(=O)NC=1C=CC2=C(S(C=C2)(=O)=O)C1 1-(5-cyanopyridin-2-yl)-3-(1,1-dioxidobenzo[b]thiophen-6-yl)urea